rac-4-chloro-2-(trans-2-hydroxycyclopentyl)-5-methyl-6-(4-(1H-pyrazol-1-yl)benzyl)isoindolin-1-one ClC1=C2CN(C(C2=CC(=C1C)CC1=CC=C(C=C1)N1N=CC=C1)=O)[C@H]1[C@@H](CCC1)O |r|